3-butoxy-N,N-dimethyl-propanamide C(CCC)OCCC(=O)N(C)C